((R)-1-((R)-4-oxo-4-(4-propionylpiperazin-1-yl)-2-(pyrazine-2-carboxamido)butanamido)-4-phenylbutyl)boronic acid O=C(C[C@H](C(=O)N[C@@H](CCCC1=CC=CC=C1)B(O)O)NC(=O)C1=NC=CN=C1)N1CCN(CC1)C(CC)=O